n-butyl α-isobutyryloxyisobutyrate C(C(C)C)(=O)OC(C(=O)OCCCC)(C)C